2-(4-ethoxy-2,3-difluorophenyl)-5-(trifluoromethyl)furan C(C)OC1=C(C(=C(C=C1)C=1OC(=CC1)C(F)(F)F)F)F